COC1=CC2=CN3C(C(=NC=4C=CC=CC34)C)=C2C=C1 9-methoxy-6-methylisoindolo[2,1-a]quinoxaline